(E)-N-(2-chloro-4-(trifluoromethyl)phenyl)-2-(2-(2-ethoxyvinyl)-6-ethyl-8-oxo-7-(piperazin-1-yl)pyrido[2,3-b]pyrazin-5(8H)-yl)acetamide trifluoroacetate FC(C(=O)O)(F)F.ClC1=C(C=CC(=C1)C(F)(F)F)NC(CN1C(=C(C(C=2C1=NC=C(N2)\C=C\OCC)=O)N2CCNCC2)CC)=O